C(C)(C)(C)OC(=O)N1CCC2(CC=3N(N=CC3)C2)CC1 4'H,6'H-spiro[piperidine-4,5'-pyrrolo[1,2-b]Pyrazole]-1-carboxylic acid tert-butyl ester